lead-bismuth oxygen [O].[Bi].[Pb]